ClC=1C=C(C=CC1)C#CC1CN(C1)C(=O)N1C[C@@H]2[C@@H](OCC(N2)=O)CC1 (4aR,8aS)-6-[3-[2-(3-Chlorophenyl)ethynyl]azetidine-1-carbonyl]-4,4a,5,7,8,8a-hexahydropyrido[4,3-b][1,4]oxazin-3-one